C(C)N1CCC(CC1)N1CCN(CC1)C1CCN(CC1)C1=C(C=NC2=CC=C(C=C12)S(=O)C)S(=O)(=O)C1=CC(=C(C=C1)OCCCCCCCCCCCCCCCC)F 4-(4-(4-(1-ethylpiperidin-4-yl)piperazin-1-yl)piperidin-1-yl)-3-((3-fluoro-4-(hexadecyloxy)phenyl)sulfonyl)-6-(methylsulfinyl)quinoline